NC1=C(C=CC(=C1)OC1CN(C1)S(=O)(=O)C)O 2-amino-4-((1-(methylsulfonyl)azetidin-3-yl)oxy)phenol